NC1=C2N(C(N(C2=NC=N1)C1CCN(CC1)C1CCN(CC1)C(=O)OC(C)(C)C)=O)C1=CC(=C(C=C1)OC1=CC=NC=C1)F tert-butyl 4-{6-amino-7-[3-fluoro-4-(pyridin-4-yloxy) phenyl]-8-oxopurin-9-yl}-[1,4'-bipiperidine]-1'-carboxylate